5,5-dimethyl-6H-benzo[H]quinazolin-4,7-diamine CC1(C=2C(=NC=NC2C=2C(C1)=C(C=CC2)N)N)C